tert-butyl 3-(((5-(2-chloro-5-fluoro-4-((6S,9R)-3-oxo-3,5,6,7,8,9-hexahydro-2H-6,9-epiminocyclohepta[c]pyridine-10-carboxamido)phenyl)pyridin-2-yl)oxy)methyl)azetidine-1-carboxylate ClC1=C(C=C(C(=C1)NC(=O)N1[C@@H]2CC=3C(=CNC(C3)=O)[C@H]1CC2)F)C=2C=CC(=NC2)OCC2CN(C2)C(=O)OC(C)(C)C